C(#N)[C@H]1[C@@H](COCC1)NC1=NC(=NC=C1C)NC=1C=C(C(=C(C(=O)OC)C1)B1OCC(CO1)(C)C)C1CC1 methyl 5-((4-(((trans)-4-cyanotetrahydropyran-3-yl)amino)-5-methyl-pyrimidin-2-yl)amino)-3-cyclopropyl-2-(5,5-dimethyl-1,3,2-dioxaborinan-2-yl)benzoate